NC1(CCN(CC1)C1=NC(=C(C=2N1C=CN2)C2=CC(=C(C=C2)OC)O)C2=CC(=C(C#N)C=C2)F)C 4-(5-(4-amino-4-methylpiperidin-1-yl)-8-(3-hydroxy-4-methoxyphenyl)imidazolo[1,2-c]pyrimidin-7-yl)-2-fluorobenzonitrile